O=C1C(=CC(=NN1)CC(=O)O)C(F)(F)F 2-(6-oxo-5-(trifluoromethyl)-1,6-dihydropyridazin-3-yl)acetic acid